5-(aminomethyl)-1H-benzo[D]imidazol-2(3H)-oneamide NCC1=C(C2=C(NC(N2)=O)C=C1)C(=O)N